3-(2-((3r,5r,7r)-adamantan-1-yl)acetoxy)-2-((((3-(diethylamino)propoxy)carbonyl)oxy)methyl)propyl (2-((3r,5r,7r)-adamantan-1-yl)ethyl) Adipate C(CCCCC(=O)OCCC12CC3CC(CC(C1)C3)C2)(=O)OCC(COC(CC23CC1CC(CC(C2)C1)C3)=O)COC(=O)OCCCN(CC)CC